TetraMethyl-Ammonium C[N+](C)(C)C